3-((1H-imidazol-1-yl)sulfonyl)-1-methyl-1H-imidazol-3-ium trifluoromethanesulfonate FC(S(=O)(=O)[O-])(F)F.N1(C=NC=C1)S(=O)(=O)[N+]1=CN(C=C1)C